tert-butyl (4-amino-2-chlorophenyl)(cyclobutyl)carbamate NC1=CC(=C(C=C1)N(C(OC(C)(C)C)=O)C1CCC1)Cl